indenylpropanoate C1(C=CC2=CC=CC=C12)OC(CC)=O